C1(CC1)CC1=C(C=NN1C)C1=CN=C(S1)NC1CCC(CC1)NC(OC(C)(C)C)=O Tert-butyl (4-((5-(5-(cyclopropylmethyl)-1-methyl-1H-pyrazol-4-yl)thiazol-2-yl)amino)cyclohexyl)carbamate